C(CCC)NC(=O)C1=CC(=NC(=C1)C=1N=NN(C1)C1=CC(=C(C(=O)O)C=C1)O)C=1N=NN(C1)C1=CC(=C(C(=O)O)C=C1)O 4,4'-((4-(butylcarbamoyl)pyridine-2,6-diyl)bis(1H-1,2,3-triazole-4,1-diyl))bis(2-hydroxybenzoic acid)